OC=1C=C(C=NC1)C=1C=C2C(=C(C=NC2=CC1)C#N)NC(C)C1=CC=CC=C1 6-(5-hydroxy-3-pyridyl)-4-(1-phenylethylamino)quinoline-3-carbonitrile